7-tantalabicyclo[3.3.0]octane C12CCCC2C[Ta]C1